3-[2-chloro-4-fluoro-5-[3-fluoro-5-(trifluoromethyl)-2-pyridinyl]-phenyl]-5-methyl-4H-isoxazole-5-carboxylic acid ethyl ester C(C)OC(=O)C1(CC(=NO1)C1=C(C=C(C(=C1)C1=NC=C(C=C1F)C(F)(F)F)F)Cl)C